O1C(CCCC1)OCCN1C(C(CC1)CCCC)=O N-(2-((tetrahydro-2H-pyran-2-yl)oxy)ethyl)-3-butyl-2-pyrrolidone